3'-Bromo-2,2-difluoro-2'-(4-fluorophenyl)-4',5'-dihydro-7'H-spiro[cyclopropane-1,6'-pyrazolo[1,5-a]pyridine] BrC=1C(=NN2C1CCC1(C2)C(C1)(F)F)C1=CC=C(C=C1)F